5-(bromomethyl)isoxazole-3-carboxylic acid ethyl ester C(C)OC(=O)C1=NOC(=C1)CBr